indium-tin-copper [Cu].[Sn].[In]